N=1C=NC(C1)=O imidazole-4-one